9-(1-((6-chloro-2-(1-methyl-1H-1,2,4-triazol-3-yl)pyridin-3-yl)amino)ethyl)-4-ethyl-7-methyl-3-((S)-tetrahydrofuran-3-yl)-3,4-dihydro-5H-pyrazolo[3,4-c]isoquinolin-5-one ClC1=CC=C(C(=N1)C1=NN(C=N1)C)NC(C)C=1C=2C3=C(N(C(C2C=C(C1)C)=O)CC)N(N=C3)[C@@H]3COCC3